C1(=CC(=CC=C1)C=1N=NN(N1)CC1=CC=C(C=C1)C=1OC(=NN1)C(F)F)C1=CC=CC=C1 2-(4-((5-([1,1'-biphenyl]-3-yl)-2H-tetrazol-2-yl)methyl)phenyl)-5-(difluoromethyl)-1,3,4-oxadiazole